sodium 4-(1-tert-butoxycarbonyl-1,2,3,6-tetrahydro-pyridin-4-yl)-1-methyl-1H-pyrrole-2-carboxylate C(C)(C)(C)OC(=O)N1CCC(=CC1)C=1C=C(N(C1)C)C(=O)[O-].[Na+]